[K].C1(=CC=CC=C1)O.C1(=CC=CC=C1)O diphenol potassium